C1(=CC=C(C=C1)C(C=[N+]=[N-])=O)C 1-(p-tolyl)-2-diazoethanone